Cl.CC1CNCCC1(O)C 3,4-dimethylpiperidin-4-ol hydrochloride